3-propylguanidine C(CC)NC(N)=N